4-[4-[3-(2-pyridyl)-1H-pyrazol-4-yl]-2-pyridyl]-N-(tetrahydro-2H-pyran-4-yl)-benzamide N1=C(C=CC=C1)C1=NNC=C1C1=CC(=NC=C1)C1=CC=C(C(=O)NC2CCOCC2)C=C1